7,11,17-Trimethyltricosane CC(CCCCCC)CCCC(CCCCCC(CCCCCC)C)C